(R)-N-cyclobutyl-6-(1-(4-fluorophenyl)ethyl)-5-((2-(pyrrolidin-1-yl)ethyl)amino)pyrazine-2-carboxamide C1(CCC1)NC(=O)C1=NC(=C(N=C1)NCCN1CCCC1)[C@H](C)C1=CC=C(C=C1)F